C1(CC1)CC#CC=1C=C(OC2=NNC(=C2C(=O)O)C)C=CC1 3-(3-(3-Cyclopropylprop-1-ynyl)phenoxy)-5-methyl-1H-pyrazole-4-carboxylic acid